CC1=C(C=C(C=C1)C)C=1C(NC2(C1OCCCCCC(=O)NC1=C3C(N(C(C3=CC=C1)=O)C1C(NC(CC1)=O)=O)=O)CCC(CC2)OC)=O 6-{[3-(2,5-dimethylphenyl)-8-methoxy-2-oxo-1-azaspiro[4.5]dec-3-en-4-yl]oxy}-N-[2-(2,6-dioxopiperidin-3-yl)-1,3-dioxoisoindol-4-yl]hexanamide